C(C)(C)(C)OC(=O)N[C@H](CN1C=2C(OCC1=O)=CSC2C(=O)OC)C Methyl (S)-4-(2-((tert-butoxycarbonyl)amino)propyl)-3-oxo-3,4-dihydro-2H-thieno[3,4-b][1,4]oxazine-5-carboxylate